FC=1C=C2N(CCN(C2=CC1)C[C@H]1CNCC1)C1=CC=C(C=C1)F (R)-6-fluoro-4-(4-fluorophenyl)-N-(pyrrolidin-3-ylmethyl)-3,4-dihydroquinoxaline